Br[C@@H](C(=O)OCC)C[C@@H](C(=O)OCC)Br diethyl (2R,4S)-2,4-dibromoglutarate